S1CC(C1)SSC(C(SSC1CSC1)SSC1CSC1)SSC1CSC1 1,1,2,2-tetrakis(3-thietanyldithio)ethane